2-(3-bromophenyl)-2-methylpropan-1-amine BrC=1C=C(C=CC1)C(CN)(C)C